3-(5-(2-(2H-1,2,3-triazol-2-yl)acetyl)-2-isopropoxyphenyl)-5-chloro-2-((4-(2-(4-(trifluoromethyl)phenoxy)acetyl)piperazin-1-yl)methyl)quinazolin-4(3H)-one N=1N(N=CC1)CC(=O)C=1C=CC(=C(C1)N1C(=NC2=CC=CC(=C2C1=O)Cl)CN1CCN(CC1)C(COC1=CC=C(C=C1)C(F)(F)F)=O)OC(C)C